1-(1-(2-fluoroacryloyl)azetidin-3-yl)-N-phenyl-3-(6-(trifluoromethyl)pyridin-3-yl)-1H-pyrazolo[4,3-b]pyridine-7-carboxamide FC(C(=O)N1CC(C1)N1N=C(C2=NC=CC(=C21)C(=O)NC2=CC=CC=C2)C=2C=NC(=CC2)C(F)(F)F)=C